C1(=CC=CC=C1)CCC(=O)OC[C@H]1O[C@@H]([C@@H]([C@H]([C@H]1OCC1=CC=CC=C1)OCC1=CC=CC=C1)OCC1=CC=CC=C1)OC[C@@H]([C@@H](CCCCCCCCCCCCCCC)OCC1=CC=CC=C1)N ((2R,3S,4S,5R,6S)-6-(((2S,3R)-2-amino-3-(benzyloxy)octadecyl)oxy)-3,4,5-tris(benzyloxy)tetrahydro-2H-pyran-2-yl)methyl 3-phenylpropanoate